1-[5-[4-(4-Ethyl-1-methyl-pyrrolidin-3-yl)-7-fluoro-2-[4-(5-fluoro-3-methoxy-2-pyridyl)piperazine-1-carbonyl]-1H-indol-6-yl]-3,6-dihydro-2H-pyridin-1-yl]-3-(triazol-1-yl)propan-1-one C(C)C1C(CN(C1)C)C1=C2C=C(NC2=C(C(=C1)C1=CCCN(C1)C(CCN1N=NC=C1)=O)F)C(=O)N1CCN(CC1)C1=NC=C(C=C1OC)F